1,3-bis(phenylsulfonyl-diazomethylsulfonyl)propaneN C1(=CC=CC=C1)S(=O)(=O)C(S(=O)(=O)C=CCS(=O)(=O)C(=[N+]=[N-])S(=O)(=O)C1=CC=CC=C1)=[N+]=[N-]